4-fluoro-2-aminopyrrolidine FC1CC(NC1)N